4-(methylthio)benzenemethanol CSC1=CC=C(C=C1)CO